(S)-2-Amino-N-((S)-1-amino-6-diazo-1,5-dioxohexan-2-yl)-6-diazo-5-oxohexanamide N[C@H](C(=O)N[C@H](C(=O)N)CCC(C=[N+]=[N-])=O)CCC(C=[N+]=[N-])=O